(R)-8-(1-Aminoprop-2-yl)-N-methylquinoline-4-carboxamide hydrochloride Cl.NC[C@H](C)C=1C=CC=C2C(=CC=NC12)C(=O)NC